(2s,3r)-2-fluoro-3-(4-fluorophenyl)-3-hydroxy-2-methylpropanamide F[C@](C(=O)N)([C@H](O)C1=CC=C(C=C1)F)C